(trans)-tert-Butyl 3-(4-(chlorosulfonyl)-1H-pyrazol-1-yl)cyclobutanecarboxylate ClS(=O)(=O)C=1C=NN(C1)[C@@H]1C[C@H](C1)C(=O)OC(C)(C)C